(+)-N-[cis-2-[[6-[2-(2,6-dichloro-3,5-dimethoxy-anilino)-3-pyridyl]pyrimidin-4-yl]amino]cyclopentyl]prop-2-enamide ClC1=C(NC2=NC=CC=C2C2=CC(=NC=N2)N[C@@H]2[C@@H](CCC2)NC(C=C)=O)C(=C(C=C1OC)OC)Cl